(1-((6-(1-hydroxycyclopropyl)pyridin-3-yl)methyl)-1H-pyrazol-4-yl)carbamic acid tert-butyl ester C(C)(C)(C)OC(NC=1C=NN(C1)CC=1C=NC(=CC1)C1(CC1)O)=O